rel-1-[[(2R,3S)-3-(2-chlorophenyl)-2-(4-fluorophenyl)-2-oxiranyl]methyl]-1H-1,2,4-triazole ClC1=C(C=CC=C1)[C@H]1[C@@](O1)(C1=CC=C(C=C1)F)CN1N=CN=C1 |o1:7,8|